Tert-butyl 2-[2-[[5-(4,4-dimethylpiperazin-4-ium-1-carbonyl)-6-methoxy-1,3-benzothiazol-2-yl]methylcarbamoyl]-5,6-difluoro-indan-2-yl]acetate iodide [I-].C[N+]1(CCN(CC1)C(=O)C=1C(=CC2=C(N=C(S2)CNC(=O)C2(CC3=CC(=C(C=C3C2)F)F)CC(=O)OC(C)(C)C)C1)OC)C